ClC=1C(=C(C(=NC1C)NCC(=O)N(C)C1=CC(=C(C=C1)Cl)Cl)C#N)C 2-(5-chloro-3-cyano-4,6-dimethylpyridin-2-ylamino)-N-(3,4-dichlorophenyl)-N-methylacetamide